N-(3,5-di-tert-butylphenyl)-9-phenyl-9H-carbazol-2-amine C(C)(C)(C)C=1C=C(C=C(C1)C(C)(C)C)NC1=CC=2N(C3=CC=CC=C3C2C=C1)C1=CC=CC=C1